({(12aR)-12-[bis(4-fluorophenyl) methyl]-3,4,12,12a-tetrahydro-1H-[1,4]oxazino[3,4-c]pyrido[2,1-f][1,2,4]triazin-7-yl}oxy)methyl methyl carbonate C(OCOC1=CC=CN2N([C@H]3N(C=C21)CCOC3)C(C3=CC=C(C=C3)F)C3=CC=C(C=C3)F)(OC)=O